NC=1SC=C(C1C(=O)OCC)C1=CC=CC=C1 ethyl 2-amino-4-phenylthiophene-3-carboxylate